P(=O)(O)(O)OC[C@@H]1[C@H]([C@H]([C@@H](O1)N1C=NC=2C(=O)NC(N)=NC12)OC1[C@H](O)[C@H](O)[C@H](O1)CO)O O-ribosyl-guanosine (phosphate)